FC1=C(C#N)C=C(C=C1)CC1=NNC(C2=CC=C(C=C12)Br)=O 2-Fluoro-5-((7-bromo-4-oxo-3,4-dihydro-phthalazin-1-yl)methyl)benzonitrile